[(3S,9aS)-3-(4,5-dichloro-2-pyridyl)-3,4,6,7,9,9a-hexahydro-1H-pyrazino[2,1-c][1,4]oxazin-8-yl]-(2-chloro-3-methoxy-phenyl)methanone ClC1=CC(=NC=C1Cl)[C@@H]1CN2[C@H](CO1)CN(CC2)C(=O)C2=C(C(=CC=C2)OC)Cl